C1=2N3N=CN=C3CN=CC2C=CN=C1 2,3,5,8,13-pentazatricyclo[8.4.0.02,6]tetradeca-1(10),3,5,8,11,13-hexaene